4-fluoro-4'-(fluoro(4-nitrophenyl)methyl)-1,1'-biphenyl FC1=CC=C(C=C1)C1=CC=C(C=C1)C(C1=CC=C(C=C1)[N+](=O)[O-])F